propenyl butyrate C(CCC)(=O)OC=CC